cholest-5-en-3β,7β-diol-d7 C(C(C([2H])([2H])[2H])(CCC[C@@H](C)[C@H]1CC[C@H]2[C@@H]3[C@H](C=C4C[C@H](CC[C@]4(C)[C@H]3CC[C@]12C)O)O)[2H])([2H])([2H])[2H]